CC1=C(C=CC=C1C)CC(CO)C 3-(2,3-dimethylphenyl)-2-methylpropanol